5,7-dichloro-3-(3-chlorophenyl)-6-(4-methoxyphenyl)-2-phenylpyrazolo[1,5-a]Pyrimidine ClC1=NC=2N(C(=C1C1=CC=C(C=C1)OC)Cl)N=C(C2C2=CC(=CC=C2)Cl)C2=CC=CC=C2